CC1(CCS(CC1)(=O)=O)N1C(CC2=CC(=CC=C12)C(=O)N)=O (4-methyl-1,1-dioxidotetrahydro-2H-thiopyran-4-yl)-2-oxoindoline-5-carboxamide